3,5-difluoro-N-((3S,4S)-4-fluoropyrrolidin-3-yl)-6-(7-(5-(trifluoromethyl)-4H-1,2,4-triazol-3-yl)imidazo[1,2-a]pyridin-3-yl)pyridin-2-amine FC=1C(=NC(=C(C1)F)C1=CN=C2N1C=CC(=C2)C2=NN=C(N2)C(F)(F)F)N[C@H]2CNC[C@@H]2F